2-[1-(2-aminoethyl)pyrazol-4-yl]-5-propyl-3H-imidazo[2,1-b]purin-4-one NCCN1N=CC(=C1)C1=NC=2N3C(N(C(C2N1)=O)CCC)=NC=C3